(R)-N-(4,6-difluoro-1,3-benzothiazol-2-yl)piperidine-3-carboxamide methyl-{3-[5-(aminomethyl)-1-oxo-2,3-dihydro-1H-isoindol-2-yl]-2,6-dioxopiperidin-1-yl}2,2-dimethylpropionate CC(C(C(=O)O)(C)C)N1C(C(CCC1=O)N1C(C2=CC=C(C=C2C1)CN)=O)=O.FC1=CC(=CC2=C1N=C(S2)NC(=O)[C@H]2CNCCC2)F